2-([1,1':3',1''-terphenyl]-4'-yl)-4,4,5,5-tetramethyl-1,3,2-dioxaborolane C1(=CC=CC=C1)C1=CC(=C(C=C1)B1OC(C(O1)(C)C)(C)C)C1=CC=CC=C1